C(=O)(O)CN(CCNC(C(=O)O)CCC(=O)O)CCN(CC)CC(=O)O 2-(4,7-bis(carboxymethyl)-1,4,7-triazanon-1-yl)-glutaric acid